O1N=COCC=C1 5H-1,4,2-dioxazepine